Cl.O1C=NC2=C1C=CC=C2 benzo[d]oxazole hydrochloride